2,2-difluoro-4-phenylbutan-3-enoic acid ethyl ester C(C)OC(C(C=CC1=CC=CC=C1)(F)F)=O